1-((5-(1,6-dimethyl-1H-pyrazolo[3,4-b]pyridin-4-yl)-3-methyl-4,5,6,7-tetrahydro-1H-pyrazolo[4,3-c]pyridin-1-yl)methyl)-N,N-dimethyl-2-oxabicyclo[2.2.2]octan-4-amine CN1N=CC=2C1=NC(=CC2N2CC1=C(CC2)N(N=C1C)CC12OCC(CC1)(CC2)N(C)C)C